ethyl 2-[(6-bromo-2-cyano-3-pyridyl)amino]acetate BrC1=CC=C(C(=N1)C#N)NCC(=O)OCC